NC=1C(=C(C=C2C=C(N=CC12)NC(OC1CN(C(C1)=O)C)=O)C1=C(C2=C(OCCN2)N=C1)CC)F 1-Methyl-5-oxopyrrolidin-3-yl (8-amino-6-(8-ethyl-2,3-dihydro-1H-pyrido[2,3-b][1,4]oxazin-7-yl)-7-fluoroisoquinolin-3-yl)carbamate